C(CC(C(C(=O)[O-])(F)F)(C)C)CC(C(C(=O)OOC(C(=C)C)=O)(F)F)(C)C (methacryloxy) methylenebis(2,2-difluoro-3,3-dimethylbutyrate)